N-trishydroxymethyl-methyl-2-aminoethanesulfonic acid OC(NCC(S(=O)(=O)O)C)(O)O